2-benzylidene-5,6-dimethoxy-3,3-dimethylindan-1-one C(C1=CC=CC=C1)=C1C(C2=CC(=C(C=C2C1(C)C)OC)OC)=O